2-((3-chloro-4-fluorophenyl)(((2S,3S)-2,6,6-trimethylbicyclo[3.1.1]heptan-3-yl)oxy)methyl)-5-methyl-4-(methylsulfonyl)-1H-imidazole ClC=1C=C(C=CC1F)C(C=1NC(=C(N1)S(=O)(=O)C)C)O[C@@H]1[C@H](C2C(C(C1)C2)(C)C)C